BrC1=C(C=C2C(=CC=NC2=C1)C(=O)O)N1[C@@H](COC[C@@H]1C)C 7-bromo-6-((3r,5s)-3,5-dimethylmorpholino)quinoline-4-carboxylic acid